N[C@@]1(CC[C@@H](CO)O1)N1C(=O)NC(=O)C(C)=C1 Amino-3'-deoxythymidine